5-(4-bromo-2-(bromomethyl)-5-fluorophenyl)-6-hydroxy-3-methylbenzo[d]oxazol-2(3H)-one BrC1=CC(=C(C=C1F)C=1C(=CC2=C(N(C(O2)=O)C)C1)O)CBr